FC1=CC=C(C=C1)SC=1C=C2C=C(NC2=CC1)C(=O)NS(=O)(=O)C=1C=C(C=CC1)C1=CC=C(C=C1)C(=O)O 3'-(N-(5-((4-fluorophenyl)thio)-1H-indole-2-carbonyl)sulfamoyl)-[1,1'-biphenyl]-4-carboxylic acid